C(C1=CC=CC=C1)OC1=C(C(=NC(=C1)C1=C(C=C(C(=C1)Cl)C(C)(C)C)C)C)C1=NC=CN=C1 2-[4-benzyloxy-6-(4-tert-butyl-5-chloro-2-methyl-phenyl)-2-methyl-3-pyridyl]pyrazine